1-((3S,4R)-4-(3,4-difluorophenyl)-1-(2-methoxyethyl)pyrrolidin-3-yl)-3-(1-methyl-3-(4-(methylsulfonyl)phenyl)-1H-pyrazol-5-yl)urea FC=1C=C(C=CC1F)[C@H]1[C@@H](CN(C1)CCOC)NC(=O)NC1=CC(=NN1C)C1=CC=C(C=C1)S(=O)(=O)C